(4Z)-4-(1,3-benzothiazol-6-ylmethylene)-2-[[(1R,2R,5R)-6,6-dimethylnorpinan-2-yl]methylamino]-1H-imidazol-5-one S1C=NC2=C1C=C(C=C2)\C=C\2/N=C(NC2=O)NC[C@H]2[C@@H]1C([C@H](CC2)C1)(C)C